OC1=C(C=C(C(=O)OC)C=C1)/C=N/C(CO)(C)C methyl (E)-4-hydroxy-3-(((1-hydroxy-2-methylpropan-2-yl)imino)methyl)benzoate